tert-butyl ((1r,4r)-4-(oxazol-5-yl)cyclohexyl)carbamate O1C=NC=C1C1CCC(CC1)NC(OC(C)(C)C)=O